2,3-bis(bromomethyl)-6-isopropoxyquinoxaline 1,4-dioxide BrCC1=[N+](C2=CC=C(C=C2[N+](=C1CBr)[O-])OC(C)C)[O-]